C(C)S(=O)(=O)C1=NN=C(S1)NC(C1=C(C=CC=C1)C(F)(F)F)=O N-(5-(ethylsulfonyl)-1,3,4-thiadiazol-2-yl)-2-(trifluoromethyl)benzamide